COC(=O)N1C(CCCC1)C1=NC=C(C=C1)C1=NNC=2C1=NC(=C(C2)OC)C2=C1CCC(C1=CC=C2)C#N (5-(5-(1-cyano-2,3-dihydro-1H-inden-4-yl)-6-methoxy-1H-pyrazolo[4,3-b]pyridin-3-yl)pyridin-2-yl)piperidine-1-carboxylic acid methyl ester